benzo[g]quinoxaline N1=CC=NC=2C=C3C(=CC12)C=CC=C3